[Na+].FC1=CC=C(C=C1)S(=O)[O-] p-fluorophenylsulfinic acid sodium salt